CC=1C=C(C=C(C1)NC1=NC=CC=C1C(F)(F)F)S(=O)(=O)NC(COC1=CC2=CC=CC=C2C=C1)=O N-((3-Methyl-5-((3-(trifluoromethyl)pyridin-2-yl)amino)phenyl)sulfonyl)-2-(naphthalen-2-yloxy)acetamide